C(C)(C)(C)OC(=O)N[C@H]1C[C@H](CCC1)C=1N(C(=NN1)C1(CN(C1)C(=O)OCC1=CC=CC=C1)O)C benzyl 3-(5-((1S,3R)-3-((tert-butoxycarbonyl)amino)cyclohexyl)-4-methyl-4H-1,2,4-triazol-3-yl)-3-hydroxyazetidine-1-carboxylate